NCC1=C(C=C(C=C1)Cl)C1=CC=C(S1)C(C)NC1=NC(=NC2=CC(=C(C=C12)OC)OC)C N-[1-{5-[2-(aminomethyl)-5-chlorophenyl]thiophen-2-yl}ethyl]-6,7-dimethoxy-2-methylquinazolin-4-amine